NC=1C2=C(N=CN1)N(C(=C2C2=CC=C(C(=O)NCC1OCCC1)C=C2)C2=CC=C(C=C2)NC(C(=C)C)=O)C 4-(4-amino-6-(4-methacrylamido-phenyl)-7-methyl-7H-pyrrolo[2,3-d]pyrimidin-5-yl)-N-((tetrahydrofuran-2-yl)methyl)benzamide